C(C)(=O)OCCCCCCC\C=C/CCC (Z)-8-Dodecen-1-yl acetate